methyl (R)-6-((2-methylmorpholino)methyl)imidazo[1,2-a]pyridine-8-carboxylate C[C@H]1OCCN(C1)CC=1C=C(C=2N(C1)C=CN2)C(=O)OC